1,4-bis(tert-butylperoxy-isopropyl)benzene C(C)(C)(C)OOC(C)(C)C1=CC=C(C=C1)C(C)(C)OOC(C)(C)C